O[C@@H]1COCC[C@H]1NC=1N=CC2=C(N1)N(C(=C2)C(=O)N(C)C)C2=CC=C(C=C2)C 2-(((3S,4R)-3-hydroxytetrahydro-2H-pyran-4-yl)amino)-N,N-dimethyl-7-(p-tolyl)-7H-pyrrolo[2,3-d]pyrimidine-6-carboxamide